COC(=O)C=1C=NC(=C(C1)C=1C(=NN(C1)C)N)Cl 5-(3-amino-1-methyl-pyrazol-4-yl)-6-chloro-pyridine-3-carboxylic acid methyl ester